FC(C([2H])([2H])N1C[C@@H]2[C@H](C1)CC(C2)NC=2N=NC(=CC2C)C=2C=NC=CC2C(F)(F)F)(C2CCOCC2)F (3aR,5s,6aS)-2-(2,2-difluoro-2-(tetrahydro-2H-pyran-4-yl)ethyl-1,1-d2)-N-(4-methyl-6-(4-(trifluoromethyl)pyridin-3-yl)pyridazin-3-yl)octahydrocyclopenta[c]pyrrol-5-amine